N-[6-(6-Chloro-1,3-benzoxazol-2-yl)spiro[3.3]heptan-2-yl]-5-(trifluoromethyl)furan-2-carboxamide ClC1=CC2=C(N=C(O2)C2CC3(CC(C3)NC(=O)C=3OC(=CC3)C(F)(F)F)C2)C=C1